C(C)S(=O)(=O)NC1=CC=C(C=C1)C1=NNC(=C1C(=O)N)NC1=NC=C(N=C1)C(F)(F)F 3-(4-(ethylsulfonamido)phenyl)-5-((5-(trifluoromethyl)pyrazin-2-yl)amino)-1H-pyrazole-4-carboxamide